N,N-bis(4-tert-pentylcyclohexyl)-5-(4-tert-butylcyclohexylcarbonylamino)isophthalamide C(C)(C)(CC)C1CCC(CC1)N(C(C1=CC(C(=O)N)=CC(=C1)NC(=O)C1CCC(CC1)C(C)(C)C)=O)C1CCC(CC1)C(C)(C)CC